6-(benzyloxy)-1-[(cis)-3-(benzyloxy)cyclobutyl]-1,2,3,4-tetrahydroquinolin-2-one C(C1=CC=CC=C1)OC=1C=C2CCC(N(C2=CC1)[C@@H]1C[C@@H](C1)OCC1=CC=CC=C1)=O